BrC=1C=C(C=C(C1)Br)C(F)(F)F 3,5-Dibromotrifluoromethylbenzene